FC1=CC=C(C=C1)N1C(=C(C2=C1C=C1C=NN(C1=C2)C(C(C)(C)C)=O)I)C(C)C 1-(5-(4-fluorophenyl)-7-iodo-6-isopropylpyrrolo[2,3-f]indazol-1(5H)-yl)-2,2-dimethylpropan-1-one